C(C)[S@](=O)(=N)C=1C=C(C=NC1C1=NC=2C(=NC=C(C2)C(F)(F)F)N1C)C1(CC1)C#N R-1-[5-(ethylsulfonimidoyl)-6-[3-methyl-6-(trifluoromethyl)imidazo[4,5-b]pyridin-2-yl]-3-pyridyl]cyclopropanecarbonitrile